ClC1=CC(=C(COC2=CC=CC(=N2)C2CCN(CC2)CC2=NC3=C(N2CC2=CC=NO2)C=C(C=C3)C(=O)O)C=C1)F 2-[(4-{6-[(4-chloro-2-fluorobenzyl)oxy]pyridin-2-yl}piperidin-1-yl)methyl]-1-(1,2-oxazol-5-ylmethyl)-1H-benzimidazole-6-carboxylic acid